(2-(2-(2-methoxyethoxy)ethoxy)ethyl)-1,3-dioxa-2,3-dihydro-1H-benzisoquinoline-6,7-dicarboxylic acid COCCOCCOCCN1OC2=C3C(=C(C=C2CO1)C(=O)O)C(=CC=C3)C(=O)O